[C].C1=CC=CC=2C3=CC=CC=C3C(CC12)=O phenanthrone carbon